ClC=1C(N(C(=CC1OCC1=C(C=C(C=C1)F)F)C)C=1C=C(C(=O)NC)C=CC1F)=O 3-[3-chloro-4-[(2,4-difluorobenzyl)oxy]-6-methyl-2-oxopyridin-1(2H)-yl]-4-fluoro-N-methylbenzamide